C(C(C)C)NC1=NC(=NC(=C1)C)C1=C(C=C(C=C1C)C)C N-isobutyl-2-mesityl-6-methylpyrimidine-4-amine